COCC1=CC=C(N=N1)O 6-(methoxymethyl)pyridazin-3-ol